C[C@@H]1NC2=CC=C3C(=C2CC1)N=C(N3[C@@H]3COCCC3)CN3C(C=CC=C3)=O (7S)-7-Methyl-3-[(3S)-oxan-3-yl]-2-[(2-oxo-1,2-dihydropyridin-1-yl)methyl]-3H,6H,7H,8H,9H-imidazo[4,5-f]chinolin